1H-benzo[d]Imidazole-5-thioamide N1C=NC2=C1C=CC(=C2)C(N)=S